C1(CC1)C1=CC(=CC(=N1)NC(=O)C=1C(N(C=C(C1)CN1C[C@H](CCC1)C)CCO)=O)C1=C(C=C(C=C1)F)C1=NN=CN1C N-[6-cyclopropyl-4-[4-fluoro-2-(4-methyl-1,2,4-triazol-3-yl)phenyl]pyridin-2-yl]-1-(2-hydroxyethyl)-5-[[(3S)-3-methylpiperidin-1-yl]methyl]-2-oxopyridine-3-carboxamide